CS(=O)(=O)C1=CC=C(CBr)C=C1 4-Methylsulfonylbenzyl bromide